4-(2-naphthyl)-1-butene C1=C(C=CC2=CC=CC=C12)CCC=C